C(C1=CC=CC=C1)N1CC2=CC=NC(=C2CC1)Br 2-benzyl-5-bromo-1,2,3,4-tetrahydro-2,6-naphthyridine